NC=1C(=CC(=NC1)C)C(=O)O 5-Amino-2-methyl-4-carboxypyridine